N1(N=CC=C1)C=1C=C(C=C(C1)C(F)(F)F)[C@H](CC(=O)O)NC(CNC(=O)C1=CC(=C2C=NNC2=C1)NC=1NCC(CN1)F)=O (3S)-3-(3-(1H-pyrazol-1-yl)-5-(trifluoromethyl)phenyl)-3-(2-(4-((5-fluoro-1,4,5,6-tetrahydropyrimidin-2-yl)amino)-1H-indazole-6-carboxamido)acetamido)propanoic acid